(S)-2-(4-(4-((1-(5-(3,5-difluorophenyl)-4,5-dihydro-1H-pyrazole-1-carbonyl)azetidin-3-yl)oxy)-5-fluoropyridin-2-yl)-3,5-dimethyl-1H-pyrazol-1-yl)-N,N-dimethylacetamide FC=1C=C(C=C(C1)F)[C@@H]1CC=NN1C(=O)N1CC(C1)OC1=CC(=NC=C1F)C=1C(=NN(C1C)CC(=O)N(C)C)C